N-(2-acetyl-3,5-difluoro-4-iodophenyl)-5-cyano-2-(ethylthio)benzamide C(C)(=O)C1=C(C=C(C(=C1F)I)F)NC(C1=C(C=CC(=C1)C#N)SCC)=O